[OH-].[K+].OC1=C(C=CC(=C1)O)C=1N=C(SC1)NC(CCC(=O)NC=1SC=C(N1)C1=C(C=C(C=C1)O)O)=O N1,N4-bis(4-(2,4-dihydroxyphenyl)thiazol-2-yl)butanediamide Potassium hydroxide